Pyrrolo[1,2-d][1,4]Oxazine C1C=2N(C=CO1)C=CC2